1-benzyl-5-bromo-4,4-dimethylpiperidin-2-one C(C1=CC=CC=C1)N1C(CC(C(C1)Br)(C)C)=O